monophospho-3-deoxy-D-glycero-D-galacto-nonulosonic acid P(=O)(O)(O)O[C@@H](CC(C(=O)O)=O)[C@@H](O)[C@@H](O)[C@H](O)[C@H](O)CO